O1CCC(CC1)C(=O)NC1CCN(CC1)C=1SC=C(N1)C(=O)NC(C(=O)NC(C(=O)OC)=C)=C methyl 2-(2-(2-(4-(tetrahydro-2H-pyran-4-carboxamido)piperidin-1-yl)thiazole-4-carboxamido)acrylamido)acrylate